CN(\C(\NCCCN(CCCCCCCC(=O)OC(CCCCCCCC)CCCCCCCC)CCCCCCCC(=O)OCCCCCCCCC)=N/[N+](=O)[O-])C Heptadecan-9-yl (Z)-8-((3-(3,3-dimethyl-2-nitroguanidino)propyl)(8-(nonyloxy)-8-oxooctyl)amino)octanoate